CN1C(=NN=C1)C1=CC=C(C=C1)C=1C=CC(=NC1)NC1=CC2=C(OC[C@H]3N2C(CC3)=O)N=C1 (S)-2-((5-(4-(4-methyl-4H-1,2,4-triazol-3-yl)phenyl)pyridin-2-yl)amino)-6,6a,7,8-tetra-hydro-9H-pyrido[2,3-b]pyrrolo[1,2-d][1,4]oxazin-9-one